racemic-N-(1-methyl-3-((1,1,1-trifluoropropan-2-yl)oxy)-1H-pyrazol-4-yl)formamide CN1N=C(C(=C1)NC=O)O[C@@H](C(F)(F)F)C |r|